2,5-dioxopyrrolidin-1-yl 4-(4-((dibenzylamino)methyl)-1H-1,2,3-triazol-1-yl)benzoate C(C1=CC=CC=C1)N(CC1=CC=CC=C1)CC=1N=NN(C1)C1=CC=C(C(=O)ON2C(CCC2=O)=O)C=C1